FC(CCN1C[C@H](N(CC1)CC1=C2C=CNC2=C(C=C1OC)C)C1=CC=C(C(=O)O)C=C1)F (R)-4-(4-(3,3-difluoropropyl)-1-((5-methoxy-7-methyl-1H-indol-4-yl)methyl)piperazin-2-yl)benzoic acid